OCCC1(C(N(CCC1O)C)(C)C)C Hydroxyethyl-4-Hydroxytetramethylpiperidine